C(#N)N1CC2=CC=CC(=C2C1)C=1C=C(C(=O)NC2=CC=CC=C2)C=CC1 3-(2-cyanoisoindolin-4-yl)-N-phenylbenzamide